FC(C(=O)O)(C1=CC=C(C=C1)C(F)(F)F)F 2,2-difluoro-2-(4-(trifluoromethyl)phenyl)acetic acid